cis-2'-methyl-spiro[1-azabicyclo[2.2.2]octane-3,5'-[1,3]oxathiolane] hydrate hydrochloride Cl.O.CC1OC2(CS1)CN1CCC2CC1